4-(2-hydroxypropan-2-yl)-N-((5-(1-methyl-1H-pyrazolo[3,4-b]pyridin-4-yl)-2,3-dihydro-1H-inden-4-yl)carbamoyl)thiophene-2-sulfonamide OC(C)(C)C=1C=C(SC1)S(=O)(=O)NC(NC1=C2CCCC2=CC=C1C1=C2C(=NC=C1)N(N=C2)C)=O